tert-Butyl 3-((4-(1-(6-methoxy-5-methylpyridin-3-yl)-4,5,7,8-tetrahydro-1H-oxepino[4,5-c]pyrazol-3-yl)-1H-pyrazol-1-yl)methyl)piperidine-1-carboxylate COC1=C(C=C(C=N1)N1N=C(C2=C1CCOCC2)C=2C=NN(C2)CC2CN(CCC2)C(=O)OC(C)(C)C)C